C(C1=CC=CC=C1)(C1=CC=CC=C1)N1CCC(CC1)C(=O)C1=CC=C(C=C1)OC (1-benzhydrylpiperidin-4-yl)(4-methoxyphenyl)methanone